[5-[3-[[(3S)-4-isopropoxycarbonyl-3-methyl-piperazin-1-yl]methyl]-2,5-dimethyl-anilino]-1,3,4-oxadiazol-2-yl]morpholine-4-carboxylic acid tert-butyl ester C(C)(C)(C)OC(=O)N1C(COCC1)C=1OC(=NN1)NC1=C(C(=CC(=C1)C)CN1C[C@@H](N(CC1)C(=O)OC(C)C)C)C